(S)-1-(3-benzyl-1,2,4-oxadiazol-5-yl)-5-((tert-butoxycarbonyl)-amino)pentan-1-amine 4-methylbenzenesulfonate CC1=CC=C(C=C1)S(=O)(=O)O.C(C1=CC=CC=C1)C1=NOC(=N1)[C@H](CCCCNC(=O)OC(C)(C)C)N